COC1=CC=C(C=C1)[C@@H]1CN(C[C@@H]1C(=O)N1C(OC[C@H]1C1=CC=CC=C1)=O)C(=O)OC(C)(C)C (3R,4R)-tert-Butyl 3-(4-Methoxyphenyl)-4-[(R)-2-oxo-4-phenyloxazolidine-3-carbonyl]pyrrolidine-1-carboxylate